1,2,3,4-tetrahydroisoquinoline-6-carboxylic acid methyl ester COC(=O)C=1C=C2CCNCC2=CC1